C(C1=CC=CC=C1)OC1=C(C(=NC=C1)C)SC 4-(benzyloxy)-2-methyl-3-(methylthio)pyridine